N1N=CC2=CC=C(C=C12)CN(C(=S)N)CC1=CC=C(C=C1)OC 1-((1H-indazol-6-yl)methyl)-1-(4-methoxybenzyl)thiourea